tert-Butyl (1-(4-bromo-3-fluorophenyl)-2-oxopyrrolidin-3-yl)carbamate BrC1=C(C=C(C=C1)N1C(C(CC1)NC(OC(C)(C)C)=O)=O)F